tert-butyl N-(5-amino-6-iodo-3,4-dimethylpyridin-2-yl)-N-[(tert-butoxy)carbonyl]carbamate NC=1C(=C(C(=NC1I)N(C(OC(C)(C)C)=O)C(=O)OC(C)(C)C)C)C